ClC=1C=C2C(=NC(=NC2=CC1)C1CC1)N1CC=2C=C(C=NC2CC1)N1C=2N(CCC1)N=CC2 6-chloro-2-cyclopropyl-4-[3-(6,7-dihydro-5H-pyrazolo[1,5-a]pyrimidin-4-yl)-7,8-dihydro-5H-1,6-naphthyridin-6-yl]quinazoline